C(#N)C=1C(=NC=CC1C1=CC(=C(C=C1)C#N)F)N1CCC(CC1)(NC(=O)OCC[Si](C)(C)C)C1=CC=C(C=C1)/C=C/C(=O)OC methyl (E)-3-(4-(1-(3-cyano-4-(4-cyano-3-fluorophenyl)pyridin-2-yl)-4-{[(2-(trimethylsilyl)ethoxy)carbonyl]amino}piperidin-4-yl)phenyl)acrylate